2-Ethyl-6-nitro-2H-benzo[e][1,3]oxazin-4(3H)-one C(C)C1OC2=C(C(N1)=O)C=C(C=C2)[N+](=O)[O-]